C1(=CC=CC=C1)CN(C(=O)C1=CC=C(C=C1)B(O)O)C 4-(phenylmethyl-(methyl)carbamoyl)phenylboronic acid